7,7,10-Trimethyl-3-(2-methyloctan-2-yl)-8,9,10,11-tetrahydro-6H-benzo[d][1]benzoxepin-1-ol CC1(COC=2C(C3=C1CCC(C3)C)=C(C=C(C2)C(C)(CCCCCC)C)O)C